[C].CNC(C[C@H](CC(C)C)NC1=C2N=CN(C2=NC(=N1)N1CC2(CN(C2)C(C=C)=O)CC1)C)=O (3S)-N,5-dimethyl-3-((9-methyl-2-(2-(2-propenoyl)-2,6-diazaspiro[3.4]octan-6-yl)-9H-purin-6-yl)amino)hexanamide Carbon